N-(4-(5-(difluoromethyl)-1,3,4-oxadiazol-2-yl)-2-fluorobenzyl)-N-(3-(thiazol-5-yl)phenyl)thiomorpholine-4-carboxamide FC(C1=NN=C(O1)C1=CC(=C(CN(C(=O)N2CCSCC2)C2=CC(=CC=C2)C2=CN=CS2)C=C1)F)F